2-((cyclopropylamino)methyl)-7-(5-fluoro-2-(((3S,4R)-3-hydroxytetrahydro-2H-pyran-4-yl)amino)pyrimidin-4-yl)-1-isopropyl-3-methylquinolin-4(1H)-one C1(CC1)NCC=1N(C2=CC(=CC=C2C(C1C)=O)C1=NC(=NC=C1F)N[C@H]1[C@@H](COCC1)O)C(C)C